OCCCCC1NCCC2=CC=C(C=C12)NC1=NC=C(C(=N1)C=1C=NN(C1)C(C)C)C hydroxybutyl-N-(4-(1-isopropyl-1H-pyrazol-4-yl)5-methylpyrimidin-2-yl)-1,2,3,4-tetrahydroisoquinolin-7-amine